(S)-4-(3-(2,4-dichlorophenyl)-2,3-dihydrobenzo[b][1,4]dioxin-5-yl-3-d)Piperidine ClC1=C(C=CC(=C1)Cl)[C@@]1(OC2=C(OC1)C=CC=C2C2CCNCC2)[2H]